NCCCCCCCCCS 9-Aminononane-1-thiol